FC1=CC=C(C=C1)C1=C(C=C(C(=N1)N)C=1C=NN(C1)CCOC)C=1C=C2C(=NC=NC2=CC1)C 6-(4-fluorophenyl)-3-(1-(2-methoxyethyl)-1H-pyrazol-4-yl)-5-(4-methyl-quinazolin-6-yl)pyridin-2-amine